C(C)(C)C1(C=C)CC=C(C=C1)C(C)C para-di(iso-propyl)styrene